pyrido[3,4-d]pyridazin-1-amine formate C(=O)O.C1(=C2C(=CN=N1)C=NC=C2)N